(6S,7r)-6-fluoro-7-((S)-1-(4-fluorophenyl)-1,2,3,4-tetrahydroisoquinoline-2-carbonyl)-1,4-oxaazepane-4-carboxylic acid tert-butyl ester C(C)(C)(C)OC(=O)N1CCO[C@@H]([C@H](C1)F)C(=O)N1[C@H](C2=CC=CC=C2CC1)C1=CC=C(C=C1)F